(S)-4-hydroxy-2,7-dimethyl-6-((tetrahydrofuran-3-yl)oxy)pyrido[3,4-d]pyrimidin-7-ium trifluoromethanesulfonate FC(S(=O)(=O)[O-])(F)F.OC=1C2=C(N=C(N1)C)C=[N+](C(=C2)O[C@@H]2COCC2)C